SCCSC(CS)CSCCS 2,3-di(2-mercaptoethylthio)-1-propane-thiol